C(#N)C1=C(C=C(C=C1)N1C(N(C(C1=O)(C)C)C1=CC(=C(C(=O)NC)C=C1)F)=S)C(F)(F)F 4-[3-[4-cyano-3-(trifluoromethyl)phenyl]-5,5-dimethyl-4-oxo-2-thioxo-1-imidazolidinyl]-2-fluoro-N-methylbenzamide